2-(propylsulfonyl)acetamide C(CC)S(=O)(=O)CC(=O)N